OC(=O)C(F)(F)F.FC1=C(CN(CCN2C3CC(CC2CC3)C=3C=C(C(=O)N)C=CC3)C(C(C)(C)C)=O)C(=CC=C1)F 3-endo-(8-{2-[(2,6-difluorobenzyl)-(2,2-dimethylpropionyl)amino]-ethyl}-8-aza-bicyclo[3.2.1]oct-3-yl)benzamide TFA salt